octat-butylsilanetetramine C(C)(C)(C)N([Si](N(C(C)(C)C)C(C)(C)C)(N(C(C)(C)C)C(C)(C)C)N(C(C)(C)C)C(C)(C)C)C(C)(C)C